NC([C@H](CCCC1=CC(=CC(=C1)C)C)NC(CCC1=CC=C(C=C1)C1=C(C=C(C=C1)OCCCCN)CC)=O)=O (S)-1-(((S)-1-amino-5-(3,5-dimethylphenyl)-1-oxopentan-2-yl)amino)-3-(4'-(4-aminobutoxy)-2'-ethyl-[1,1'-biphenyl]-4-yl)-1-oxopropan